(2R)-2-(6-{5-chloro-2-[(oxacyclohex-4-yl)amino]pyrimidin-4-yl}-1-oxo-2,3-dihydro-1H-isoindol-2-yl)-3-hydroxy-N-[(1R)-1-(5-methoxy-2-methylphenyl)ethyl]propionamide ClC=1C(=NC(=NC1)NC1CCOCC1)C1=CC=C2CN(C(C2=C1)=O)[C@@H](C(=O)N[C@H](C)C1=C(C=CC(=C1)OC)C)CO